OCC=1C(=NC=CC1C1=CN(C(C(=C1)NC1=NC=C(C=C1)OC1CN(C1)C)=O)C)N1C(C=2N(C=3CCCCC3C2)CC1)=O 2-[3-(hydroxymethyl)-4-[1-methyl-5-[[5-(1-methylazetidin-3-yl)oxy-2-pyridyl]amino]-6-oxo-3-pyridyl]-2-pyridyl]-3,4,6,7,8,9-hexahydropyrazino[1,2-a]indol-1-one